NC1=NC=C(C(=C1)N)N 2,4,5-triaminopyridine